dichloro[1,3-bis(2,4,6-trimethylphenyl)-2-imidazolidinylidene](3-methyl-2-butenylidene)(bipyridine) ruthenium (II) [Ru+2].ClC=1C(C(C(=NC1)C1=NC=CC=C1)=CC=C(C=C1N(CCN1C1=C(C=C(C=C1C)C)C)C1=C(C=C(C=C1C)C)C)C)Cl